N-(8-amino-2,7-naphthyridin-4-yl)-2-((2R,5S)-2-(2-(rel-(R)-1-(dimethylamino)propan-2-yl)benzo[d]thiazol-5-yl)-5-methylpiperidin-1-yl)-2-oxoacetamide NC=1N=CC=C2C(=CN=CC12)NC(C(=O)N1[C@H](CC[C@@H](C1)C)C=1C=CC2=C(N=C(S2)[C@@H](CN(C)C)C)C1)=O |o1:30|